4-[cyclopropyl-[4-(5,6,7,8-tetrahydro-1,8-naphthyridin-2-yl)butyl]amino]-2-(2-ethylbutoxycarbonylamino)butanoic acid C1(CC1)N(CCC(C(=O)O)NC(=O)OCC(CC)CC)CCCCC1=NC=2NCCCC2C=C1